(di-tert-butyl 5-(4-(isopropylsulfonyl) phenyl)-3-(3-(5-(3-methylguanidino) pyridin-2-yl) isoxazol-5-yl) pyrazin-2-yl) carbamate C(N)(OC=1NC(C(=NC1C1=CC(=NO1)C1=NC=C(C=C1)NC(=N)NC)C1=CC=C(C=C1)S(=O)(=O)C(C)C)(C(C)(C)C)C(C)(C)C)=O